6-{[(1R)-1-(4-Chlorophenyl)-5-(1-cyclopropyl-1-hydroxyethyl)-7-fluoro-1-{[1-(hydroxymethyl)cyclopropyl]-methoxy}-3-oxo-2,3-dihydro-1H-isoindol-2-yl]methyl}pyridine-3-carbonitrile ClC1=CC=C(C=C1)[C@@]1(N(C(C2=CC(=CC(=C12)F)C(C)(O)C1CC1)=O)CC1=CC=C(C=N1)C#N)OCC1(CC1)CO